CC1=NC=C(C(=O)NCC2=NC=C3C=CC(=NC3=C2)C=2N=NC(=CC2)OC2CC(OC(C2)(C)C)(C)C)C=C1S(=O)(=O)C 6-methyl-5-(methylsulfonyl)-N-((2-(6-((2,2,6,6-tetramethyltetrahydro-2H-pyran-4-yl)oxy)pyridazin-3-yl)-1,6-naphthyridin-7-yl)methyl)nicotinamide